FC1=CC=C(C=C1)NC(N([C@@H](C)C1=CNC(C2=CC=CC=C12)=O)C)=O (S)-3-(4-fluorophenyl)-1-methyl-1-(1-(1-oxo-1,2-dihydroisoquinolin-4-yl)ethyl)urea